2-chloro-7-(hydroxymethyl)pyrrolo[2,1-f][1,2,4]triazin ClC1=NN2C(C=N1)=CC=C2CO